1',1'-difluoro-2-(5-fluoro-2-pyridinyl)-3-(1H-pyrazolo[3,4-b]pyridin-4-yl)spiro[4,7-dihydropyrazolo[5,1-c][1,4]oxazin-6,2'-cyclopropane] FC1(C2(C1)CN1C(CO2)=C(C(=N1)C1=NC=C(C=C1)F)C1=C2C(=NC=C1)NN=C2)F